NC1=NC2=CC=C(C=C2C=C1C)C(=O)N([C@H](C)C1=NC=CC=N1)CC1=NC=C(C=C1)C#N 2-amino-N-((5-cyano-2-pyridinyl)methyl)-3-methyl-N-((1R)-1-(2-pyrimidinyl)ethyl)-6-quinolinecarboxamide